S1C(=CC=C1)C=1NC=CN1 2-(thienyl)imidazole